4-chloro-2-fluoro-5-(pentafluoro-λ6-sulfaneyl)aniline ClC1=CC(=C(N)C=C1S(F)(F)(F)(F)F)F